FC=1C=C(C=CC1)C(=O)C(=O)C1=CC(=CC=C1)F 3,3'-difluorobenzil